6-(5-(((5-fluoro-2,3-dihydrobenzofuran-4-yl)methyl)amino)-[1,2,4]triazolo[4,3-c]pyrimidin-8-yl)-2-methylbenzo[b]thiophene-1,1-dioxide FC=1C=CC2=C(CCO2)C1CNC1=NC=C(C=2N1C=NN2)C=2C=CC1=C(S(C(=C1)C)(=O)=O)C2